1-((3S)-4-(6-chloro-8-fluoro-7-(6-methyl-1H-indazol-7-yl)quinazolin-4-yl)-3-methyl-piperazin-1-yl)prop-2-en-1-one ClC=1C=C2C(=NC=NC2=C(C1C=1C(=CC=C2C=NNC12)C)F)N1[C@H](CN(CC1)C(C=C)=O)C